N-(3-(cyclohexylmethylamino)propyl)piperidine-1-sulfonamide ethylmethyldioxolaneacetate (ETHYL-METHYL-dioxolaneacetate) C(C)C1OC(OC1)(CC(=O)O)C.C(C)C1OC(OC1)(CC(=O)O)C.C1(CCCCC1)CNCCCNS(=O)(=O)N1CCCCC1